[Na].C(C=C)(=O)NC1=CC=CC=C1 4-acrylamidobenzene sodium